P(=O)(OCCOC(=O)OCCNC(CCC\C=C/C\C=C/C\C=C/C\C=C/CCCCC)=O)(OCC[N+](C)(C)C)[O-] 2-(((2-((5Z,8Z,11Z,14Z)-icosa-5,8,11,14-tetraenamido)ethoxy)carbonyl)oxy)ethyl (2-(trimethylammonio)ethyl) phosphate